O1CCN(CC1)CCCN 3-morpholinopropylamine